sodium 1-(4-(4-((3-(3,6-difluoropyridin-2-yl)-1-((1r,4r)-4-ethoxycyclohexyl)-1H-pyrazol-4-yl)carbamoyl)thiazol-2-yl)-1H-pyrazol-1-yl)ethyl Phosphate P(=O)(OC(C)N1N=CC(=C1)C=1SC=C(N1)C(NC=1C(=NN(C1)C1CCC(CC1)OCC)C1=NC(=CC=C1F)F)=O)([O-])[O-].[Na+].[Na+]